6-cyano-2-oxaspiro[3.3]heptane-6-carboxylic acid C(#N)C1(CC2(COC2)C1)C(=O)O